FCCCN1C[C@H](CC1)OC1=CC=C(C=C1)C1=C(CCC=2C=CC(=CC12)O)C1=C(C=NC=C1)F 8-[4-[(3S)-1-(3-Fluoropropyl)pyrrolidin-3-yl]oxyphenyl]-7-(3-fluoro-4-pyridyl)-5,6-dihydronaphthalin-2-ol